C(C1=CC=CC=C1)[C@H]1N(C(OC1)=O)C(CCCCCC)=O (R)-4-benzyl-3-heptanoyl-2-oxazolidinone